[1-(4-bromo-3-fluoro-phenyl)-4-piperidinyl]methanol BrC1=C(C=C(C=C1)N1CCC(CC1)CO)F